C[C@H]1[C@@H]2CCC=3[C@@H]4CC[C@H]([C@@H](CCCC(C)C)C)[C@]4(CCC3[C@]2(CC[C@@H]1O)C)C 4alpha-methyl-5alpha-cholest-8-en-3beta-ol